5-methyl-2-(trifluoromethyl)quinoline-7-carboxamide CC1=C2C=CC(=NC2=CC(=C1)C(=O)N)C(F)(F)F